The molecule is a peptide anion obtained by deprotonation of the carboxy and sulfinate groups and protonation of the amino group of glutathione S-sulfinate; major species at pH 7.3. It derives from a glutathionate(1-). It is a conjugate base of a glutathione S-sulfinate. C(CC(=O)N[C@@H](CSS(=O)[O-])C(=O)NCC(=O)[O-])[C@@H](C(=O)[O-])[NH3+]